C1(CC1)S(=O)(=O)NC=1SC=C(N1)C(C(=O)NC1=C(C=C(C=C1)C1=NC(=CN=C1)CC)F)(C)C 2-(2-(cyclopropanesulfonylamino)thiazol-4-yl)-N-(4-(6-ethylpyrazin-2-yl)-2-fluorophenyl)-2-methylpropanamide